(S)-2-Chloro-4-(3-(dimethylamino)-3-(3-(trifluoromethyl)phenethyl)piperidin-1-yl)-6-fluoro-N-(pyrimidin-4-yl)benzenesulfonamide ClC1=C(C(=CC(=C1)N1C[C@@](CCC1)(CCC1=CC(=CC=C1)C(F)(F)F)N(C)C)F)S(=O)(=O)NC1=NC=NC=C1